(2-aminothiazolidin-5-yl)((3R,5R)-4-(2-fluoro-4-methoxybenzoyl)-3,5-dimethylpiperazin-1-yl)methanone NC1SC(CN1)C(=O)N1C[C@H](N([C@@H](C1)C)C(C1=C(C=C(C=C1)OC)F)=O)C